2-chloro-5-[(2,2-difluoro-1,3-benzodioxol-5-yl)oxy]-N-[2-(2,4-dimethyl-phenyl)ethyl]pyridine-4-carboxamide ClC1=NC=C(C(=C1)C(=O)NCCC1=C(C=C(C=C1)C)C)OC1=CC2=C(OC(O2)(F)F)C=C1